[Br-].C(CCCCCCCCCCCCCCC)CP(C)C hexadecyl-trimethyl-phosphine bromide